carboxy-catechol C(=O)(O)C1=C(C(O)=CC=C1)O